(E)-3,7,11,15-tetramethyl-2-hexadecenyl palmitate C(CCCCCCCCCCCCCCC)(=O)OC\C=C(\CCCC(CCCC(CCCC(C)C)C)C)/C